Tetradecyl ((((2R,3S,5R)-5-(6-amino-2-fluoro-9H-purin-9-yl)-2-ethynyl-3-hydroxytetrahydrofuran-2-yl)methoxy)(phenoxy)phosphoryl)-L-phenylalaninate NC1=C2N=CN(C2=NC(=N1)F)[C@H]1C[C@@H]([C@@](O1)(C#C)COP(=O)(OC1=CC=CC=C1)N[C@@H](CC1=CC=CC=C1)C(=O)OCCCCCCCCCCCCCC)O